FC=1C=C2C(=C(\C(\C2=CC1)=C/C1=CC=C(C=C1)OC1=CC=C(C=C1)F)C)CC(=O)O 2-[(1E)-5-Fluoro-2-methyl-1-({4-[4-fluorophenoxy]phenyl}methylidene)-1H-inden-3-yl]acetic acid